C(C)N(C(SC)=S)CC S-methyl N,N-diethyldithiocarbamate